(R)-1-(2-chloro-5-fluorophenyl)-8-(indoline-1-carboxamido)-N-methyl-3-oxo-1,2,3,4-tetrahydropyrrolo[1,2-a]pyrazine-6-carboxamide ClC1=C(C=C(C=C1)F)[C@@H]1C=2N(CC(N1)=O)C(=CC2NC(=O)N2CCC1=CC=CC=C21)C(=O)NC